(R*)-7-((2-methoxy-1-(pyrimidin-2-yl)ethyl)amino)-6-(6-methoxy-1H-benzo[d]imidazol-2-yl)-2-methyl-2H-pyrazolo[4,3-b]pyridin-5(4H)-one COC[C@@H](C1=NC=CC=N1)NC=1C=2C(NC(C1C1=NC3=C(N1)C=C(C=C3)OC)=O)=CN(N2)C |o1:3|